ClC=1C(=C(C(=CC1)N1N=NN=C1)C=1N=C2N(C(C1)=O)C(C[C@H]2C)C(=O)OCC(=O)C2=NC=C(N=C2Cl)NC(C)=O)F 2-(5-acetamido-3-chloropyrazin-2-yl)-2-oxoethyl (8R)-2-(3-chloro-2-fluoro-6-(1H-tetrazol-1-yl)phenyl)-8-methyl-4-oxo-4,6,7,8-tetrahydropyrrolo[1,2-a]pyrimidine-6-carboxylate